FC1=CC(=CC2=C1N(C=N2)C)OC2=CC(=C(C=C2C)NC=2C1=C(N=CN2)C=CC(=N1)N1CCN(CC1)C(C=C)=O)OC 1-(4-(4-((4-((7-fluoro-1-methyl-1H-benzo[d]imidazol-5-yl)oxy)-2-methoxy-5-methylphenyl)amino)pyrido[3,2-d]pyrimidin-6-yl)piperazin-1-yl)prop-2-en-1-one